octylaminobiurea C(CCCCCCC)NNC(=O)NNC(N)=O